N-(4-benzooxazole-2-yl-phenyl)-N-(4-benzothiazole-2-yl-phenyl)-N-{4-(2-naphthalene-2-yl-benzooxazole-6-yl)-phenyl}-amine O1C(=NC2=C1C=CC=C2)C2=CC=C(C=C2)N(C2=CC=C(C=C2)C2=CC1=C(N=C(O1)C1=CC3=CC=CC=C3C=C1)C=C2)C2=CC=C(C=C2)C=2SC1=C(N2)C=CC=C1